C1(CCCC1)C1=CC(=C2C(=NC=NN21)N)I 7-cyclopentyl-5-iodopyrrolo[2,1-f][1,2,4]triazin-4-amine